OC1(CCN(CC1)C(C[C@@H](C)C1=CC=CC=C1)=O)CN1C=NC(=CC1=O)N1[C@H]2CN(C[C@@H](C1)C2)C 3-((4-hydroxy-1-((R)-3-phenylbutanoyl)piperidin-4-yl)methyl)-6-((1S,5R)-3-methyl-3,6-diazabicyclo[3.2.1]octan-6-yl)pyrimidin-4(3H)-one